Cl.N[C@@H](C(=O)N[C@H](CCCC1=CC=CC=C1)B1OC(C(O1)(C)C)(C)C)CC(=O)N1CCOCC1 (R)-2-amino-4-morpholino-4-oxo-N-((S)-4-phenyl-1-(4,4,5,5-tetramethyl-1,3,2-dioxaborolan-2-yl)butyl)butanamide hydrochloride